F[C@](C(=O)N1[C@H]([C@H]2[C@@H](C1)CCC2)C(=O)N[C@@H](C[C@H]2C(NCC2)=O)C(CF)=O)(C)C2=CC(=CC=C2)F (1R,3aS,6aR)-2-((R)-2-fluoro-2-(3-fluorophenyl)propanoyl)-N-((S)-4-fluoro-3-oxo-1-((S)-2-oxopyrrolidin-3-yl)butan-2-yl)octahydrocyclopenta[c]pyrrole-1-carboxamide